NC1=C(C=CC2=CC=CC=C12)O 1-Amino-2-hydroxynaphthalin